C1(CCCC1)S(=O)(=O)C(=[N+]=[N-])S(=O)(=O)C1=CC(=CC=C1)C(F)(F)F cyclopentylsulfonyl-(3-trifluoromethylphenyl-sulfonyl)diazomethane